C1(CCCCC1)CN1C2=C(OCC1=O)C(=CC(=C2)C(=O)N[C@H](C)C=2C=NC(=NC2)C(F)(F)F)C=2SC(=CN2)C (R)-4-(cyclohexylmethyl)-8-(5-methylthiazol-2-yl)-3-oxo-N-(1-(2-(trifluoromethyl)pyrimidin-5-yl)ethyl)-3,4-dihydro-2H-benzo[b][1,4]oxazine-6-carboxamide